BrC1=C(C(=CC(=C1)Cl)O)O 3-BROMO-5-CHLOROBENZENE-1,2-DIOL